N1C(NC=2C=NC=3C=CC=CC3C21)/C(=C/C(=O)O)/C(=O)O 1H-imidazo[4,5-c]quinolin-2(3H)-maleic acid